NC1=CC=CC(=N1)S(=O)(=O)NC(=O)C=1C(=NC(=CC1)C1=CC(=CC(=C1)OCC(C)C)F)N1C(C[C@@H](C1)C)(C)C N-[(6-Amino-2-pyridyl)sulfonyl]-6-(3-fluoro-5-isobutoxyphenyl)-2-[(4S)-2,2,4-trimethylpyrrolidin-1-yl]pyridin-3-carboxamid